BrC1=C(C=C(C(=C1)C(C)C)OCC(C)C)C 1-bromo-2-methyl-4-(2-methylpropoxy)-5-(propan-2-yl)benzene